2-chloro-4-[[3-(3-hydroxy-3-methyl-butyl)-1-methyl-2-oxo-benzoimidazol-5-yl]amino]-6-methyl-pyridine-3-carbonitrile ClC1=NC(=CC(=C1C#N)NC1=CC2=C(N(C(N2CCC(C)(C)O)=O)C)C=C1)C